CNC(=O)C1=CC2=C(N3C=4C=CC=CC4N=C13)N=C(C=C2NCCN2CC(CC2)F)C 4-[2-(3-Fluoro-pyrrolidin-1-yl)-ethylamino]-2-methyl-1,7,11b-triaza-benzo[c]fluorene-6-carboxylic acid methylamide